OC1=C(C=C(C(=C1)O)C1=C(C=CC(=C1)\C=C\C(C1=CC=CC=C1)=O)O)C(\C=C\C1=CC=C(C=C1)O)=O (E)-1-[2,4-Dihydroxy-5-[2-hydroxy-5-[(E)-3-oxo-3-phenylprop-1-enyl]phenyl]phenyl]-3-(4-hydroxyphenyl)prop-2-en-1-one